ClC(CO)C 2-Chloro-1-Propanol